CN1CC(C1)(C)[C@@](C=1C=C(C=NC1)C1=NOC(=N1)C(C)(C)O)(C1=CC=C(C=C1)C(C([2H])([2H])[2H])C([2H])[2H])O 2-(3-(5-((1R)-(1,3-dimethylazetidin-3-yl)(hydroxy)(4-(propan-2-yl-1,1,1,3,3-d5)phenyl)methyl)pyridin-3-yl)-1,2,4-oxadiazol-5-yl)propan-2-ol